ClC1=NC=C(C(=N1)Cl)C(=O)O 2,4-dichloro-5-carboxypyrimidine